3,4-dimethyl-azoline-2,5-dione CC=1C(NC(C1C)=O)=O